CC1(OB(OC1(C)C)C1=CC=C2CNC(C2=C1)=O)C 6-(4,4,5,5-tetramethyl-1,3,2-dioxaborolan-2-yl)-1-isoindolinone